C(=O)O.CNC1CN(C1)C1=CC=CC(=N1)NC=1C2=C(C(=NC1)C1=C3C(=NC=C1)N(C=C3)C)CNC2=O 7-[[6-[3-(methyl-amino)azetidin-1-yl]-2-pyridyl]amino]-4-(1-methyl-pyrrolo[2,3-b]pyridin-4-yl)-2,3-dihydro-pyrrolo[3,4-c]pyridin-1-one Formic acid salt